FC1=C(CNC(C)=O)C=CC=C1 N-(2-fluorobenzyl)acetamide